2-chloro-acetate ClCC(=O)[O-]